1-(2-methoxyethyl)indoline-4-amine COCCN1CCC=2C(=CC=CC12)N